C1(CCCC1)OC(=O)N1CC2CN(CC2C1)CC1=C(N=C2N1C=CC=C2)C2=CC=C(C=C2)Br.C2(CCCCC2)CNC2=CC=CC=C2 N-(cyclohexylmethyl)aniline Cyclopentyl-5-{[2-(4-bromophenyl)imidazo[1,2-a]pyridin-3-yl]methyl}hexahydropyrrolo[3,4-c]pyrrole-2(1H)-carboxylate